OC=1C(=NC=CC1)C=1SC[C@H](N1)C(=O)O (R)-2-(3-hydroxypyridin-2-yl)-4,5-dihydrothiazole-4-carboxylic acid